dimethyl 2-((4,5-difluoro-2-methylphenyl)(methyl)amino)maleate FC1=CC(=C(C=C1F)N(/C(/C(=O)OC)=C/C(=O)OC)C)C